3-[2-[2-[(2S,3R)-2,3-Dihydroxy-4-[2-[1-(3-sulfonatopropyl)pyridin-1-ium-2-yl]ethylsulfanyl]butyl]sulfanylethyl]pyridin-1-ium-1-yl]propan-1-sulfonat O[C@H](CSCCC1=[N+](C=CC=C1)CCCS(=O)(=O)[O-])[C@H](CSCCC1=[N+](C=CC=C1)CCCS(=O)(=O)[O-])O